{6-((diethylamino)methyl)naphthalen-2-yl}methyl[4-(hydroxycarbamoyl)phenyl]carbamate C(C)N(CC)CC=1C=C2C=CC(=CC2=CC1)OC(N(C1=CC=C(C=C1)C(NO)=O)C)=O